CC=1C2=CC=CC=C2C=C2C=CC=CC12 9-methylanthracene